(R)-3-(2,5-difluorophenoxy)pyrrolidine-1-carboxylic acid tert-butyl ester C(C)(C)(C)OC(=O)N1C[C@@H](CC1)OC1=C(C=CC(=C1)F)F